menthyl-(2-ethoxy) acetate C(C)(=O)OOC(C)C1CC(CCC1C(C)C)C